2-(((2-chlorophenyl)sulfonyl)methyl)aniline tert-butyl-(S)-4-(2-bromo-6-(3-ethylmorpholino)pyridin-4-yl)-4-(methylsulfonyl)piperidine-1-carboxylate C(C)(C)(C)OC(=O)N1CCC(CC1)(S(=O)(=O)C)C1=CC(=NC(=C1)N1[C@H](COCC1)CC)Br.ClC1=C(C=CC=C1)S(=O)(=O)CC1=C(N)C=CC=C1